6-(6-Fluoro-4-(3-fluoro-5-formylpyridin-2-yl)indolin-1-yl)-N-((1R,2S)-2-fluorocyclopropyl)-8-((4-methoxybenzyl)(methyl)amino)imidazo[1,2-b]pyridazine-3-carboxamide FC1=CC(=C2CCN(C2=C1)C=1C=C(C=2N(N1)C(=CN2)C(=O)N[C@H]2[C@H](C2)F)N(C)CC2=CC=C(C=C2)OC)C2=NC=C(C=C2F)C=O